BrC=1C=C2CCNC(C2=C(C1)OC(C)C)=O 6-bromo-8-isopropoxy-3,4-dihydroisoquinolin-1(2H)-one